CC(=C)C(=O)OCC(C)(C)COC(=O)C(=C)C neopentanediol dimethacrylate